(5S,8R)-N-(3-bromo-4-(trifluoromethyl)phenyl)-1-fluoro-6,7,8,9-tetrahydro-5H-5,8-epiminocyclohepta[c]pyridine-10-carboxamide BrC=1C=C(C=CC1C(F)(F)F)NC(=O)N1[C@H]2CC[C@@H]1CC=1C(=NC=CC12)F